5-(5-(3-(1H-1,2,3-triazol-4-yl)azetidin-1-yl)-1,3,4-oxadiazol-2-yl)-N-(3,5-difluorobenzyl)pyrimidin-2-amine N1N=NC(=C1)C1CN(C1)C1=NN=C(O1)C=1C=NC(=NC1)NCC1=CC(=CC(=C1)F)F